Cl.Cl.C(CN(CC1=CC=CC=C1)CCNC(OCC1=CC=CC=C1)=O)N(CC1=CC=CC=C1)CCNC(OCC1=CC=CC=C1)=O dibenzyl ((ethane-1,2-diylbis(benzylazanediyl))bis(ethane-2,1-diyl))dicarbamate dihydrochloride